8-cyclopentyl-2-((4-(2-(diethylamino)ethoxy)phenyl)amino)-7-oxo-7,8-dihydropyrido[2,3-d]pyrimidine-6-carbonitrile C1(CCCC1)N1C(C(=CC2=C1N=C(N=C2)NC2=CC=C(C=C2)OCCN(CC)CC)C#N)=O